NC=1SC2=C(N1)C=CC(=C2)N(C(=O)NC2=CC=C(C=C2)OC(F)(F)F)CCN2CCOCC2 1-(2-aminobenzo[d]thiazol-6-yl)-1-[2-(4-morpholinyl)ethyl]-3-(4-trifluoromethoxyphenyl)urea